2-ethylhexyl 4-[[4,6-bis[[4-(2-ethylhexoxy-oxomethyl)phenyl]amino]-1,3,5-triazin-2-yl]amino]benzoate C(C)C(COC(C1=CC=C(C=C1)NC1=NC(=NC(=N1)NC1=CC=C(C=C1)C(=O)OCC(CCCC)CC)NC1=CC=C(C(=O)OCC(CCCC)CC)C=C1)=O)CCCC